CC(CCN1C[C@@H]2[C@H](C1)CC(C2)COC=2N=NC(=CC2)C=2C(=NN(C2)C)C)(C)C (3aR,6aS)-2-(3,3-dimethylbutyl)-5-[[6-(1,3-dimethylpyrazol-4-yl)pyridazin-3-yl]oxymethyl]-3,3a,4,5,6,6a-hexahydro-1H-cyclopenta[c]pyrrole